CC(C1=CC=CC=C1)(C)C=1C(=C(C=CC1)NC1=CC=CC=C1)C(C1=CC=CC=C1)(C)C di(α,α-dimethylbenzyl)diphenylamine